ClCC1=CC=CC=2N(C(N(C21)C)=O)C2C(NC(CC2)=O)=O 3-[4-(chloromethyl)-3-methyl-2-oxo-benzimidazol-1-yl]piperidine-2,6-dione